3,7-dimethyloct-1,6-dien-3-ol CC(C=C)(CCC=C(C)C)O